5-amino-4-(5-(difluoromethyl)-1-(tetrahydro-2H-pyran-2-yl)-1H-indazol-4-yl)-[2,3'-bipyridine]-6-carboxylic acid ethyl ester C(C)OC(=O)C1=C(C(=CC(=N1)C=1C=NC=CC1)C1=C2C=NN(C2=CC=C1C(F)F)C1OCCCC1)N